ClC=1C(=NC(=C(C1)C1=C(C=C(C=C1)N1C[C@@H](N(CC1)C)C(C)C)F)F)N (S)-3-chloro-6-fluoro-5-(2-fluoro-4-(3-isopropyl-4-methylpiperazin-1-yl)phenyl)pyridin-2-amine